C(C)OC(OCC)[SiH2]CCCNC(NCCC[SiH2]C(OCC)OCC)=O bis[3-diethoxymethylsilylpropyl]urea